N1(CCC2=CC=CC=C12)S(=O)(=O)C=1C=C(C(=O)NC2=C(C=CC=C2)C(=O)N2CCCCC2)C=CC1 3-(indolin-1-ylsulfonyl)-N-(2-(piperidine-1-carbonyl)phenyl)benzamide